O1CCCOC2=C1C=CC=C2B(O)O 3,4-DIHYDRO-2H-1,5-BENZODIOXEPIN-6-YLBORONIC ACID